ClC1=CC(=NC(=N1)N1N=C(C=C1)C)C(C)=O 1-(6-chloro-2-(3-methyl-1H-pyrazol-1-yl)pyrimidin-4-yl)ethan-1-one